CN(C1=CC=CC(=N1)COC=1C=CC2=C(C(=C(O2)C)C(=O)NC2C(CN(CC2)C(=O)OC(C)(C)C)(F)F)C1)C tert-butyl 4-(5-((6-(dimethylamino)pyridin-2-yl)methoxy)-2-methylbenzofuran-3-carboxamido)-3,3-difluoropiperidine-1-carboxylate